2-(2,6-dioxopiperidin-3-yl)-4-(((S)-1-(4-(trifluoromethyl)phenyl)ethyl)amino)isoindoline-1,3-dione O=C1NC(CCC1N1C(C2=CC=CC(=C2C1=O)N[C@@H](C)C1=CC=C(C=C1)C(F)(F)F)=O)=O